COC(=O)C=1C=CC(=NC1)OC=1C=C(C2=C(N=C(O2)N2CC3N(C(C2)C3)C(=O)OC(C)(C)C)C1)C=1SC=CN1 tert-Butyl 3-(5-((5-(methoxycarbonyl)pyridin-2-yl)oxy)-7-(thiazol-2-yl)benzo[d]oxazol-2-yl)-3,6-diazabicyclo[3.1.1]heptane-6-carboxylate